N1,N5-dibutyl-1,5-naphthalenediamine C(CCC)NC1=CC=CC=2C(=CC=CC12)NCCCC